C1(CCCCC1)O[Si](C)(C)C cyclohexyloxytrimethylsilane